8-(3-(benzyloxy)-2,6-dimethylphenyl)-6-(3,6-dihydro-2H-pyran-4-yl)pyrido[3,4-d]pyrimidin C(C1=CC=CC=C1)OC=1C(=C(C(=CC1)C)C1=NC(=CC2=C1N=CN=C2)C=2CCOCC2)C